N-[6-[4-cyano-2-(5-cyclopropyl-2-methylpyrazol-3-yl)oxyphenyl]pyridin-3-yl]-N-methylpiperidine-4-carboxamide C(#N)C1=CC(=C(C=C1)C1=CC=C(C=N1)N(C(=O)C1CCNCC1)C)OC=1N(N=C(C1)C1CC1)C